NC=1C2=C(N=CN1)N(C(=C2C2=CC(=C(C=C2)N=S2(CCCCC2)=O)Cl)C2=CC=C(C=C2)C=C(C(=O)N)C)C (4-(4-amino-5-(3-chloro-4-((1-oxotetrahydro-2H-1λ6-thiopyran-1-ylidene)amino)phenyl)-7-methyl-7H-pyrrolo[2,3-d]pyrimidin-6-yl)phenyl)methacrylamide